6-((2,6-dimethylpyrimidin-4-yl)amino)-N-ethoxy-4-((2-methoxy-3-(1-methyl-1H-pyrazol-4-yl)phenyl)amino)nicotinamide CC1=NC(=CC(=N1)NC1=NC=C(C(=O)NOCC)C(=C1)NC1=C(C(=CC=C1)C=1C=NN(C1)C)OC)C